O=S1(N(CC(N1)=O)C=1C(=C(C=CC1O)C=1N=CN(C1)C1CCC(CC1)C#N)F)=O (1r,4r)-4-(4-(3-(1,1-dioxido-4-oxo-1,2,5-thiadiazolidin-2-yl)-2-fluoro-4-hydroxyphenyl)-1H-imidazol-1-yl)cyclohexane-1-carbonitrile